7-[2-fluoro-4-(2-pyrrolidin-3-yloxyethoxy)phenoxy]-1-methyl-indazole-5-carboxamide FC1=C(OC=2C=C(C=C3C=NN(C23)C)C(=O)N)C=CC(=C1)OCCOC1CNCC1